3-isobutylquinoxalin-2(1H)-one C(C(C)C)C=1C(NC2=CC=CC=C2N1)=O